lithium phosphate lithium salt [Li+].P(=O)([O-])([O-])O.[Li+]